N-(3-{1H-imidazolo[4,5-c]pyridin-2-yl}phenyl)-5-(pyridin-2-yl)pyrimidin-2-amine N1C(=NC=2C=NC=CC21)C=2C=C(C=CC2)NC2=NC=C(C=N2)C2=NC=CC=C2